FC(C1=NN=C(O1)C=1C=CC(=NC1)CN1C(N(C2=C1C=C(C(=C2)C=2C=C1C=CN(C1=CC2)C)F)C2CCN(CC2)C)=O)F 1-((5-(5-(difluoromethyl)-1,3,4-oxadiazole-2-yl)pyridine-2-yl)methyl)-6-fluoro-5-(1-methyl-1H-indole-5-yl)-3-(1-methylpiperidine-4-yl)-1,3-dihydro-2H-benzo[d]imidazole-2-one